FC(CN1N=C2N=C(C=CC2=C1)C1=C(C=C(C=C1C)C(F)(F)F)O)F 2-[2-(2,2-difluoroethyl)pyrazolo[3,4-b]pyridin-6-yl]-3-methyl-5-(trifluoromethyl)phenol